COC([C@H](CC1C(NCC1)=O)NC([C@H](CC(C)C)NC(=O)OCC1CC(C1)(F)F)=O)=O.S1C(=CC=C1)[N+]1=COC2=C1C=CC=C2 N-(2-thienyl)benzoxazolium methyl-(2S)-2-((S)-2-((((3,3-difluorocyclobutyl)methoxy)carbonyl)amino)-4-methylpentan-amido)-3-(2-oxopyrrolidin-3-yl)propanoate